2-({5-[(2-fluorophenyl)methoxy]-2-methylpyrazolo[1,5-a]pyridin-3-yl}formamido)-3-hydroxy-N-methylpropanamide FC1=C(C=CC=C1)COC1=CC=2N(C=C1)N=C(C2C(=O)NC(C(=O)NC)CO)C